C(C)OC(=O)C=1N=CC2=CC=C(C=C2C1)\C=C\OCC.ClC1=NC=C(C(=C1)F)C#CC=1C=NN(C1)C(F)(F)F 2-chloro-4-fluoro-5-((1-(trifluoromethyl)-1H-pyrazol-4-yl)ethynyl)pyridine Ethyl-6-[(E)-2-ethoxyvinyl]isoquinoline-3-carboxylate